1,4-diisopropylnaphthalene C(C)(C)C1=CC=C(C2=CC=CC=C12)C(C)C